(R)-4-methoxy-1-(phenylthio)butan-2-amine hydrochloride Cl.COCC[C@H](CSC1=CC=CC=C1)N